OCC[C@H](CSC1=CC=CC=C1)NC1=C(C=C(C=C1)S(=O)(=O)N)S(=O)(=O)C(F)(F)F (R)-4-((4-hydroxy-1-(phenylsulfanyl)butan-2-yl)amino)-3-((trifluoromethyl)sulfonyl)benzenesulfonamide